3,5-Dibromobenzoic acid tert-butyl ester C(C)(C)(C)OC(C1=CC(=CC(=C1)Br)Br)=O